FC1=C(C=CC=C1C)C=1C=C2C(=NC1)N(C(N2CC=2C=NC=CC2)=O)C 6-(2-fluoro-3-methyl-phenyl)-3-methyl-1-(3-pyridylmethyl)imidazo[4,5-b]pyridin-2-one